C(C1=CC=CC=C1)O[C@H]1[C@@H](OC[C@H]([C@@H]1OCC1=CC=CC=C1)OCC1=CC=CC=C1)CC(C)O 1-((2S,3S,4S,5R)-3,4,5-tri(benzyloxy)tetrahydro-2H-pyran-2-yl)propan-2-ol